2-(6-(((1r,2r,3s,5s)-2-fluoro-8-azabicyclo[3.2.1]oct-3-yl)oxy)pyridazin-3-yl)-5-(1-methyl-1H-pyrazol-4-yl)phenol F[C@@H]1[C@H]2CC[C@@H](C[C@@H]1OC1=CC=C(N=N1)C1=C(C=C(C=C1)C=1C=NN(C1)C)O)N2